3-(5-((10-(2-(5-((4-([1,1'-biphenyl]-3-yl)-5-chloropyrimidin-2-yl)amino)pyridin-3-yl)-1-oxo-2,8-diazaspiro[4.5]decan-8-yl)decyl)oxy)-1-oxoisoindolin-2-yl)piperidine-2,6-dione C1(=CC(=CC=C1)C1=NC(=NC=C1Cl)NC=1C=C(C=NC1)N1C(C2(CC1)CCN(CC2)CCCCCCCCCCOC=2C=C1CN(C(C1=CC2)=O)C2C(NC(CC2)=O)=O)=O)C2=CC=CC=C2